2,3,4,5-tetrahydrobenzo[b][1,4]oxazepin-3-yl carbamate C(N)(OC1CNC2=C(OC1)C=CC=C2)=O